ClC=1C2=C(N=CN1)N(C=C2CC2CC2)COCC[Si](C)(C)C 4-chloro-5-(cyclopropylmethyl)-7-((2-(trimethylsilyl)ethoxy)methyl)-7H-pyrrolo[2,3-d]pyrimidine